FC1(CCOCC1)C(=O)O 4-fluorooxane-4-carboxylic acid